C(C)(=O)N1CC=2N(CC1)C(=CC2)C(=O)N[C@H](C(=O)NC2=C(C=C(C=C2)C=2C(=[N+](C=CC2Cl)[O-])C)F)C2CCCCC2 (S)-3-(4-(2-(2-acetyl-1,2,3,4-tetrahydropyrrolo[1,2-a]pyrazine-6-carboxamido)-2-cyclohexylacetamido)-3-fluorophenyl)-4-chloro-2-methylpyridine 1-oxide